tert-butyl ((3R,4R)-1-(5-((8-fluoro-2-methylimidazo[1,2-a]pyridin-6-yl)carbamoyl)pyrazin-2-yl)-4-methylpyrrolidin-3-yl)(methyl)carbamate FC=1C=2N(C=C(C1)NC(=O)C=1N=CC(=NC1)N1C[C@@H]([C@@H](C1)C)N(C(OC(C)(C)C)=O)C)C=C(N2)C